C1(=CC=C(C=C1)C1=CC2=C(N=C(S2)NC(=O)C2C(C3C=CC2C3)C(=O)O)C=C1)C 3-[[6-(p-tolyl)-1,3-benzothiazol-2-yl]carbamoyl]bicyclo[2.2.1]hept-5-ene-2-carboxylic acid